6-chloro-4-((tetrahydro-2H-pyran-4-yl)methylamino)pyridazine-3-carboxamide ClC1=CC(=C(N=N1)C(=O)N)NCC1CCOCC1